2-[(Cyclohexyloxycarbonyl)-amino]-ethylmethacrylat C1(CCCCC1)OC(=O)NCCOC(C(=C)C)=O